5-bromo-1-methylpyrazole-3-carboxylic acid BrC1=CC(=NN1C)C(=O)O